(1-(2-fluoro-5-(trifluoromethyl)benzyl)-1H-indol-5-yl)acrylamide FC1=C(CN2C=CC3=CC(=CC=C23)C(C(=O)N)=C)C=C(C=C1)C(F)(F)F